ethyl 2-methyl-3-oxopropionate CC(C(=O)OCC)C=O